C1=CC=C(C=C1)C2=C(C(=CC=C2)N=NC3=CC=CC=C3C(=O)O)N=[N+]=[N-] o-carboxyphenyl-diazoaminoazobenzene